C(CC#C)NC(C=CC1(OC(OCC1(C)C)(C)C)C(=O)N)=O (3-(But-3-yn-1-ylamino)-3-oxoprop-1-en-1-yl)-2,2,5,5-tetramethyl-1,3-dioxane-4-carboxamide